(S)-3-(1-aminoethyl)-8-chloro-7-fluoro-2-phenylisoquinolin-1(2H)-one N[C@@H](C)C=1N(C(C2=C(C(=CC=C2C1)F)Cl)=O)C1=CC=CC=C1